C1=C(C=CC2=CC=CC=C12)OCC(=O)NS(=O)(=O)C1=CC=CC=C1 2-(Naphthalen-2-yloxy)-N-(phenylsulfonyl)acetamide